lauric acid amidoborate B(O)(O)N.C(CCCCCCCCCCC)(=O)O